ClC1=C(C=CC(=C1)C(F)(F)F)C1=C2C(=C(N=N1)N[C@H]1CN(CCC1)C)C=NC=C2 (R)-1-(2-chloro-4-(trifluoromethyl)phenyl)-N-(1-methylpiperidin-3-yl)pyrido[3,4-d]pyridazin-4-amine